BrCC(=C)C 3-Bromo-2-methylpropene